C(C(=C)C)(=O)OCCCCCCN1C(C(=C(C1=O)C)C)=O 6-(2,5-Dihydro-3,4-dimethyl-2,5-dioxo-1H-pyrrol-1-yl)hexyl methacrylat